(S)-3,3-dimethyl-N'-((2,4,5,6-tetrahydro-1H-cyclobuta[f]inden-3-yl)carbamoyl)-2,3-dihydropyrazolo[5,1-b]oxazole-7-sulfonimidamide CC1(N2C(OC1)=C(C=N2)[S@](=O)(N)=NC(NC2=C1C(=CC=3CCCC23)CC1)=O)C